tert-butyl 4-[4-amino-5-(ethoxycarbonyl)-1-(4-phenoxyphenyl)-1H-pyrazole-3-carbonyl]piperidine-1-carboxylate NC=1C(=NN(C1C(=O)OCC)C1=CC=C(C=C1)OC1=CC=CC=C1)C(=O)C1CCN(CC1)C(=O)OC(C)(C)C